C1(CCCCC1)C=1C=CC(=NC1)CN(C(=O)[C@@H]1N(CC1)C(=O)OC(C)(C)C)C1=CC=CC=C1 tert-butyl (R)-2-(((5-cyclohexylpyridin-2-yl)methyl) (phenyl)carbamoyl)azetidine-1-carboxylate